OCC(C(CCO)O)C(CC)O 4-hydroxymethyl-1,3,5-heptanetriol